ClC=1C=NC=2N(C1)C=C(N2)C(=O)N2C[C@H]([C@@]1(CC2)NCC2=CC=CC=C2C1)O (6-chloroimidazo[1,2-a]pyrimidin-2-yl)((3R,3'R)-3'-hydroxy-1,4-dihydro-2H-spiro[isoquinoline-3,4'-piperidin]-1'-yl)methanone